FC=1C(=C(C=CC1)C=1SC[C@H](N1)C1SC[C@@H](N1C)C(=O)O)O (4S)-2-((S)-2-(3-fluoro-2-hydroxyphenyl)-4,5-dihydrothiazol-4-yl)-3-methylthiazolidine-4-carboxylic acid